diisopropyl azodiacetate N(=NCC(=O)OC(C)C)CC(=O)OC(C)C